3-[(4S)-4-[2-[5-[(6,7-difluoro-4-methylsulfonyl-1H-indol-5-yl)oxy]-2-fluoro-phenyl]-1H-imidazol-4-yl]-4-methyl-chroman-8-yl]-2,2-dimethyl-propanoic acid FC1=C(C(=C2C=CNC2=C1F)S(=O)(=O)C)OC=1C=CC(=C(C1)C=1NC=C(N1)[C@]1(CCOC2=C(C=CC=C12)CC(C(=O)O)(C)C)C)F